BrC=1C=CC=C2/C(/C(NC12)=O)=C/1\C(N(/C(/S1)=N/C1=CC=C(C=C1)S(=O)(=O)N)C1CCCCC1)=O 4-(((Z)-5-((Z)-7-bromo-2-oxoindoline-3-ylidene)-3-cyclohexyl-4-oxothiazolidin-2-ylidene)amino)benzenesulphonamide